(di-tert-butyl-(4-methoxyphenyl)phosphine) palladium [Pd].C(C)(C)(C)P(C1=CC=C(C=C1)OC)C(C)(C)C